C(C)(C)(C)OC(=O)N1CCC(CC1)(C1=CC=NN1)C1OC1 4-(Oxacyclopropan-2-yl)-4-(1H-pyrazol-5-yl)piperidine-1-carboxylic acid tert-butyl ester